ClCCOC1=CC(=NC(=N1)C1CC1)C(=O)OC methyl 6-(2-chloroethoxy)-2-cyclopropylpyrimidine-4-carboxylate